C(C)N1C[C@@H](C[C@@H](C1)C)NC(OC(C)(C)C)=O tert-Butyl ((3R,5S)-1-ethyl-5-methylpiperidin-3-yl)carbamate